6-(thiazol-4-yl)benzo[d]oxazol-2(3H)-one S1C=NC(=C1)C1=CC2=C(NC(O2)=O)C=C1